(+/-)-1-fluorocyclohex-3-enecarboxylic acid ethyl ester C(C)OC(=O)[C@@]1(CC=CCC1)F |r|